C(OCCS)COCCS 2,2'-(1,2-ethylenedioxy)diethyl thiol